NC(C(C(CCCCNC(OCC1=CC=CC=C1)=O)NC(=O)[C@H]1N(C[C@H](C1)N1N=NC=C1C(C)(C)O)C([C@@H](CC1CCCCC1)NC(C1=CC(=CC=C1)C(N)=O)=O)=O)=O)=O Benzyl (7-amino-5-((2S,4S)-1-((R)-2-(3-carbamoylbenzamido)-3-cyclohexylpropanoyl)-4-(5-(2-hydroxypropan-2-yl)-1H-1,2,3-triazol-1-yl)pyrrolidin-2-carboxamido)-6,7-dioxoheptyl)carbamat